4-bromo-N,3-dimethoxy-N,5-dimethylthiophene-2-carboxamide BrC=1C(=C(SC1C)C(=O)N(C)OC)OC